disodium 2-chloro-5'-inosinate ClC=1N=C(C=2N=CN([C@H]3[C@H](O)[C@H](O)[C@@H](C(O)C(=O)[O-])O3)C2N1)O.[Na+].[Na+].ClC=1N=C(C=2N=CN([C@H]3[C@H](O)[C@H](O)[C@@H](C(O)C(=O)[O-])O3)C2N1)O